1-(3,4-dichlorophenyl)-2-(4-methylpiperazin-1-yl)ethanamine ClC=1C=C(C=CC1Cl)C(CN1CCN(CC1)C)N